BrC1=C(C(=CC(=C1)OCOC)C)C=C 1-bromo-5-(methoxymethoxy)-3-methyl-2-vinylbenzene